C(#N)C1=CC(=NC=C1)NNC(=O)[C@H]1CC(C[C@H](C1)NC(OC(C)(C)C)=O)(F)F |r| rac-cis-tert-butyl (5-(2-(4-cyanopyridin-2-yl)hydrazine-1-carbonyl)-3,3-difluorocyclohexyl)carbamate